4-(2,6-difluoro-4-nitrophenoxy)-3-(2-methoxyphenyl)-1-{[2-(trimethylsilyl)ethoxy]methyl}-1H-pyrrolo[2,3-b]pyridine FC1=C(OC2=C3C(=NC=C2)N(C=C3C3=C(C=CC=C3)OC)COCC[Si](C)(C)C)C(=CC(=C1)[N+](=O)[O-])F